C(C)(C)(C)OC(=O)N1[C@@H](CC(C1)O)COCC1=CC=CC=C1 (2S)-2-((benzyloxy)methyl)-4-hydroxypyrrolidine-1-carboxylic acid tert-butyl ester